FC1=CC(=C(C=C1F)NC1=NC=NC=N1)C(C)(C)O 4-(4,5-difluoro-2-(2-hydroxypropan-2-yl)phenylamino)-1,3,5-triazin